N-(1-Methyl-3-(thiophen-2-ylethynyl)-1H-pyrrolo[2,3-b]pyridin-5-yl)acrylamide CN1C=C(C=2C1=NC=C(C2)NC(C=C)=O)C#CC=2SC=CC2